OC=1C=CC=2C3(C4=CC=C(C=C4OC2C1)O)OC(C1=CC(=CC=C13)C(=O)NCCCCCCCCNC(CN1N=C(N=N1)C1=C(C=CC=C1)NC1=CC=C(C=C1)C(F)(F)F)=O)=O 3',6'-dihydroxy-3-oxo-N-(8-(2-(5-(2-((4-(trifluoromethyl)phenyl)amino)phenyl)-2H-tetrazol-2-yl)acetamido)octyl)-3H-spiro[isobenzofuran-1,9'-xanthene]-5-carboxamide